O[C@@H]1C[C@H](N(C1)C([C@H](C(C)(C)C)NC(=O)[C@H]1C[C@H](C1)NC(OC(C)(C)C)=O)=O)C(N[C@@H](C)C1=CC=C(C=C1)C1=C(N=CS1)C)=O t-butyl [cis-3-({(2S)-1-[(2S,4R)-4-hydroxy-2-({(1S)-1-[4-(4-methyl-1,3-thiazol-5-yl)phenyl]ethyl}carbamoyl)pyrrolidin-1-yl]-3,3-dimethyl-1-oxobutan-2-yl}carbamoyl)cyclobutyl]carbamate